di-n-octyltin dimalate C(C(O)CC(=O)[O-])(=O)[O-].C(C(O)CC(=O)[O-])(=O)[O-].C(CCCCCCC)[Sn+4]CCCCCCCC